COC1=CC=C(CN2C(N3C(=CC2=O)CCC3)=O)C=C1 2-(4-methoxybenzyl)-6,7-dihydropyrrolo[1,2-c]pyrimidine-1,3(2H,5H)-dione